[N+](=O)([O-])C1=CC=C(CN2N=CN=C2)C=C1 1-(4-nitrobenzyl)-1,2,4-triazole